5-amino-1-tert-butyl-3-(1-cyclopropyltriazol-4-yl)pyrazole-4-carbonitrile NC1=C(C(=NN1C(C)(C)C)C=1N=NN(C1)C1CC1)C#N